NC1=NN=C(S1)C1=C(C(=CC(=C1)Cl)C)NC(=O)C1=CC(=NN1C1=NC=CC=C1Cl)Br N-[2-(5-amino-1,3,4-thiadiazol-2-yl)-4-chloro-6-methylphenyl]-3-bromo-1-(3-chloro-2-pyridinyl)-1H-pyrazole-5-amide